2-((2-(4-(1-Amino-2-methyl-1-oxopropan-2-yl)pyridin-2-yl)-1H-indol-5-yl)thio)-2-methylpropanoic acid NC(C(C)(C)C1=CC(=NC=C1)C=1NC2=CC=C(C=C2C1)SC(C(=O)O)(C)C)=O